8-methyl-[1,2,4]triazolo[4,3-c]pyrimidine-5(6H)-thione CC=1C=2N(C(NC1)=S)C=NN2